BrC=1C=C(C2=C(C(=CO2)C(=O)OCC)C1)OCCN1CCOCC1 ethyl 5-bromo-7-(2-morpholinoethoxy)benzofuran-3-carboxylate